O1CCC2=C1C=CC(=C2)S(=O)(=O)NCC2=CC=C(CC1COC=3C(O1)=CSC3C(=O)N)C=C2 (4-((2,3-dihydrobenzofuran-5-sulfonamido)methyl)benzyl)-2,3-dihydrothieno[3,4-b][1,4]dioxine-5-carboxamide